n-Butyl Benzyl Phthalate CCCCOC(=O)C1=CC=CC=C1C(=O)OCC2=CC=CC=C2